C(C1=CC=CC=C1)(=O)NC(N(CCC)C=1C=C(C=CC1C)C=1C=CC(=NC1)NC(=O)N1CCN(CC1)C)=S N-(5-(3-(3-Benzoyl-1-propylthioureido)-4-methylphenyl)pyridin-2-yl)-4-methylpiperazine-1-carboxamide